5-bromo-2-(dipropylamino)indan BrC=1C=C2CC(CC2=CC1)N(CCC)CCC